O=C1CCN1 4-oxoazetidin